C(N)(OCC1C2=CC=CC=C2C=2C=CC=CC12)=O 9-fluorenylmethyl carbamate